O(P([O-])(=O)OP(=O)([O-])[O-])CCl.[Na+].[Na+].[Na+] sodium chloromethyl diphosphate